3,6-diamino-2,7,10-trimethylacridine NC=1C(=CC=2CC3=CC(=C(C=C3N(C2C1)C)N)C)C